(E)-2-chloro-4-fluoro-M-(2-methoxy-5-(4-(4-(4-oxopent-2-enoyl)piperazin-1-yl)pyrido[3,2-d]pyrimidin-6-yl)pyridin-3-yl)benzenesulfonamide ClC1=C(C=CC(=C1C=1C(=NC=C(C1)C=1C=CC=2N=CN=C(C2N1)N1CCN(CC1)C(\C=C\C(C)=O)=O)OC)F)S(=O)(=O)N